3-(1H-pyrazol-1-N-yl)propanoic acid N1(N=CC=C1)CCC(=O)O